FC1=C(C(=CC(=C1)C1=NN=C(N1)C)F)C=1N=C2N(C=CC(=C2)C)C1C[C@H]1CNCCO1 (S)-2-((2-(2,6-difluoro-4-(5-methyl-4H-1,2,4-triazol-3-yl)phenyl)-7-methylimidazo[1,2-a]pyridin-3-yl)methyl)morpholine